C(C1=CC=CC=C1)N(C[C@H](O)C1=CC(=CC=C1)F)CC1CCC(CC1)OC (R)-2-(Benzyl(((1s,4S)-4-methoxycyclohexyl)methyl)amino)-1-(3-fluoro-phenyl)ethan-1-ol